[1-(3-amino-6,7-dihydro-5H-cyclopenta[b]pyridin-4-yl)-3-methylpiperidin-3-yl]carbamic acid tert-butyl ester C(C)(C)(C)OC(NC1(CN(CCC1)C1=C2C(=NC=C1N)CCC2)C)=O